CN1C(N(C=2N=C(N(C2C1=O)C)OCCCOC1=NC=C(C=C1Cl)Cl)C)=O 1,3,7-trimethyl-8-(3-((3,5-dichloropyridin-2-yl)oxy)propoxy)-3,7-dihydro-1H-purine-2,6-dione